ClC1=NN2C(C=CC=C2)=C1S(=O)(=O)Cl 2-chloropyrazolo[1,5-a]pyridine-3-sulfonyl chloride